O=C1NN(C2=C1C=NC(=C2)NC(=O)C2CC2)C2=CC(=CC=C2)C(F)(F)F N-(3-oxo-1-(3-(trifluoromethyl)phenyl)-2,3-dihydro-1H-pyrazolo[4,3-c]pyridin-6-yl)cyclopropanecarboxamide